CN1N=CC=2C(CCCC12)=O 1-methyl-6,7-dihydro-1H-indazol-4(5H)-one